Cl.C(C)OC([C@@H](N)CC1=CC(=C(C=C1)O)[N+](=O)[O-])=O 3-nitro-L-tyrosine ethyl ester hydrochloride